N-(5-chloro-4-(6-(difluoromethyl)indolin-1-yl)pyrimidin-2-yl)-6-methoxy-2-methyl-1,2,3,4-tetrahydroisoquinolin-7-amine ClC=1C(=NC(=NC1)NC1=C(C=C2CCN(CC2=C1)C)OC)N1CCC2=CC=C(C=C12)C(F)F